COC[C@@H]1N(CCC1)C=1OC2=C(N1)C=CC(=C2)N2C(=CC(C(=C2)C(=O)O)=O)C=2C=NC(=CC2)N2CCCC2 (R)-1-(2-(2-(methoxymethyl)pyrrolidin-1-yl)benzo[d]oxazol-6-yl)-4-oxo-6'-(pyrrolidin-1-yl)-1,4-dihydro-[2,3'-bipyridine]-5-carboxylic acid